NC1=CC=C(OC2=C(C(=C(C=C2)C2=CC=C(C=C2)OC2=CC=C(C=C2)N)N)N)C=C1 4,4'-di(4-aminophenoxy)biphenyl-diamine